[N+](=O)([O-])C1=C(C#N)C=CC(=C1)OC1=CC=C(C=C1)C(F)(F)F 2-nitro-4-(4-(trifluoromethyl)phenoxy)benzonitrile